C(C)(C)(C)OC(=O)N1[C@H]2[C@@H]([C@@H](C[C@@H]1CC2)OC(F)F)N |r| rac-(1R,2S,3R,5S)-2-amino-3-(difluoromethoxy)-8-azabicyclo[3.2.1]octane-8-carboxylic acid tert-butyl ester